pyranoic acid O1C(C=CC=C1)C(=O)O